NC=1C=2N(C3=CC(=C(C=C3N1)F)C(=O)N(C)C1COCC3=NC(=CC=C31)N3CC1CCC(C3)C1=C(F)F)C=NC2 4-amino-N-[2-[8-(difluoromethylene)-3-azabicyclo[3.2.1]oct-3-yl]-6,8-dihydro-5H-pyrano[3,4-b]pyridin-5-yl]-7-fluoro-N-methyl-imidazo[1,5-a]quinoxaline-8-carboxamide